N[C@H]1CS(C2=C(N(C1=O)CC1=CC=C(C=C1)Cl)C=C(C(=C2)F)C=2OC(=NN2)NC2CC(C2)(F)F)(=O)=O (3R)-3-amino-5-[(4-chlorophenyl)methyl]-7-[5-[(3,3-difluorocyclobutyl)amino]-1,3,4-oxadiazol-2-yl]-8-fluoro-1,1-dioxo-2,3-dihydro-1lambda6,5-benzothiazepin-4-one